di(p-bromophenyl)methylene(cyclopentadienyl)(dibenzofluorenyl)zirconium dichloride [Cl-].[Cl-].BrC1=CC=C(C=C1)C(=[Zr+2](C1=CC=CC2=C3C(=C4C=5C=CC=CC5CC4=C21)C=CC=C3)C3C=CC=C3)C3=CC=C(C=C3)Br